3-(2,5-diaminophenyl)-1-propanol NC1=C(C=C(C=C1)N)CCCO